C(C)(C)(C)N1N=C(C(=C1NC1=NC(=NC=C1)OCC)C(=O)N)C1=CC=C(C=C1)[N+](=O)[O-] 1-tert-butyl-5-[(2-ethoxypyrimidin-4-yl)amino]-3-(4-nitrophenyl)-1H-pyrazole-4-carboxamide